N-(N-(tert-Butoxycarbonyl)-N-methyl-L-leucyl)-N-methyl-D-alanine C(C)(C)(C)OC(=O)N([C@@H](CC(C)C)C(=O)N([C@H](C)C(=O)O)C)C